[Br-].C(=O)(O)C=1C=CC(=C(OCC[NH3+])C1)F 2-(5-carboxy-2-fluorophenoxy)ethylammonium bromide